Tryptophanol N[C@@H](CC1=CNC2=CC=CC=C12)CO